CS(=O)(=O)N1CC(CCC1)B1OC(C(O1)(C)C)(C)C 1-(methylsulfonyl)-3-(4,4,5,5-tetramethyl-1,3,2-dioxaborolan-2-yl)piperidine